NC1(CC2=CC=CC=C2C1)C(=O)O (+-)-2-aminoindane-2-carboxylic acid